N-[3-[[1-(1,3-benzothiazol-2-yl)-2-[3-(N'-hydroxycarbamimidoyl)phenyl]ethyl]sulfamoyl]phenyl]acetamide S1C(=NC2=C1C=CC=C2)C(CC2=CC(=CC=C2)C(N)=NO)NS(=O)(=O)C=2C=C(C=CC2)NC(C)=O